FC1=CC2=C(N3C(C=4N([C@H](CC2)C3)C=C(C(C4O)=O)C(=O)NCC4=C(C=C(C=C4F)F)F)=O)C=C1 (12R)-2-fluoro-7-hydroxy-6,8-dioxo-N-(2,4,6-trifluorobenzyl)-6,8,13,14-tetrahydro-12H-5,12-methanobenzo[e]pyrido[1,2-a][1,4]diazonine-9-carboxamide